2-[4-[5-amino-4-cyano-1-(1-methylcyclopropyl)pyrazol-3-yl]phenyl]-N-(3-[3-methylbicyclo[1.1.1]pent-1-yl]-1,2-oxazol-5-yl)propanamide NC1=C(C(=NN1C1(CC1)C)C1=CC=C(C=C1)C(C(=O)NC1=CC(=NO1)C12CC(C1)(C2)C)C)C#N